NC1=NC=CC=C1C1=NC=2C(=NC(=CC2)C2=CC=CC=C2)N1C=1C=CC(=NC1)C(=O)N1CCC(CC1)C(=O)O 1-(5-(2-(2-aminopyridin-3-yl)-5-phenyl-3H-imidazo[4,5-b]pyridin-3-yl)picolinoyl)piperidine-4-carboxylic acid